CN1C(=C(C2=CC=CC=C12)C1=NC(=NC=C1)NC=1C(=CC(=C(C1)NC(C=C)=O)OCCN(C)C)OC)C N-(5-((4-(1,2-dimethyl-1H-indol-3-yl)pyrimidin-2-yl)amino)-2-(2-(dimethylamino)ethoxy)-4-methoxyphenyl)acrylamide